CC1=C(C(=CC=C1)C)N1C(=NN=C1)C1=CC=CC(=N1)N1CC=2C(=NC(=CC2C1=O)N(C)C(C)C)CNC 2-(6-(4-(2,6-dimethylphenyl)-4H-1,2,4-triazol-3-yl)pyridin-2-yl)-6-(isopropyl(methyl)amino)-4-((methylamino)methyl)-2,3-dihydro-1H-pyrrolo[3,4-c]pyridin-1-one